NC1=C2C(N(C(C2=CC=C1O)=O)C1C(NC(CC1)=O)=O)=O 4-amino-2-(2,6-dioxopiperidin-3-yl)-5-hydroxyisoindoline-1,3-dione